O1CC(C1)CNC(CCCCCCCC(=O)OC(CCCCCCCC)CCCCCCCC)CCCCCCCC(=O)OC(CC)CCCCCCCC 1-(heptadecan-9-yl) 17-(undecan-3-yl) 9-((oxetan-3-ylmethyl)amino)heptadecanedioate